C(CC)SC=1NC(C2=C(N1)NC(CC2C2=CC=C(C=C2)C)=O)=O 2-propylmercapto-5-(4-methylphenyl)-5,6-dihydropyrido[2,3-d]pyrimidine-4,7(3H,8H)-dione